C1(=CC=CC=C1)[B-](C1=CC=CC=C1)(C1=CC=CC=C1)C1=CC=CC=C1.C(CCC)[NH+](CCCC)CCCC Tri(n-butyl)ammonium tetraphenylborate